C(C)N(CCCOC1=C(C=C2C(=NC=NC2=C1)C1=CC=C(C=C1)NC(CC1=CC=C(C=C1)C(F)(F)F)=O)OC)CC N-(4-(7-(3-(diethylamino)propoxy)-6-methoxyquinazolin-4-yl)phenyl)-2-(4-(trifluoromethyl)phenyl)acetamide